1,1-dimethylethyl [(1R)-2-hydroxy-1-methylethyl]carbamate OC[C@@H](C)NC(OC(C)(C)C)=O